2,4-di-tert-butyl-6-chloromethylphenol C(C)(C)(C)C1=C(C(=CC(=C1)C(C)(C)C)CCl)O